1,2-dichlorophenyl diselenide ClC1(C(C=CC=C1)Cl)[Se][Se]C1(C(C=CC=C1)Cl)Cl